CCCCCCCCCCCCCC/C=C/OC[C@H](COP(=O)([O-])OCC[NH3+])O The molecule is 1-(alk-1-enyl)-sn-glycero-3-phosphoethanolamine zwitterion in which the alk-1-enyl group is specified as (E)-hexadec-1-enyl. It is a tautomer of a 1-[(E)-hexadec-1-enyl]-sn-glycero-3-phosphoethanolamine.